C(C)(C)(C)N1N=C(C(=C1)C(=O)O)CCN[C@H](C(=O)N1C[C@]2(C[C@H]1C(N)=O)C(NC1=CC=CC=C12)=O)CC1CC1 (tert-butyl)-3-(2-(((S)-1-((3R,5'S)-5'-carbamoyl-2-oxospiro[indol-3,3'-pyrrolidin]-1'-yl)-3-cyclopropyl-1-oxopropan-2-yl)amino)ethyl)-1H-pyrazole-4-carboxylic acid